[N+](=O)([O-])C=1C(=NNC1)C1=NC2=C(N1)C=CC(=C2)CN2CCOCC2 4-((2-(4-nitro-1H-pyrazol-3-yl)-1H-benzo[d]imidazol-5-yl)methyl)morpholine